C1ONC(CNCCN)OC1 (ethylenedioxy)-diethylenetriamine